tert-butyl (2-(4-((2S,5R)-2,5-dimethyl-4-((4-(trifluoromethyl)phenyl)(5-(trifluoromethyl)pyridin-2-yl)methyl)piperazin-1-yl)-1H-[1,2,4]triazolo[3,4-b]purin-1-yl)ethyl)(methyl)carbamate C[C@@H]1N(C[C@H](N(C1)C(C1=NC=C(C=C1)C(F)(F)F)C1=CC=C(C=C1)C(F)(F)F)C)C=1C=2N=CN(C2N2C(N1)=NN=C2)CCN(C(OC(C)(C)C)=O)C